2-amino-(5-methylhexanoic acid) NC(C(=O)O)CCC(C)C